ethyl (2R,3S,E)-5-(4-chlorophenyl)-2,3-dihydroxypent-4-enoate ClC1=CC=C(C=C1)/C=C/[C@@H]([C@H](C(=O)OCC)O)O